30-chloro-11-oxa-8,9,17,24,26,31-hexaazahexacyclo[26.3.1.0^{2,10}.0^{3,8}.0^{17,25}.0^{18,23}]dotriaconta-1(31),2,4,6,9,18,20,22,24,28(32),29-undecaen-27-one ClC1=CC=2C(NC3=NC4=CC=CC=C4N3CCCCCOC3=NN4C=CC=CC4=C3C(=N1)C2)=O